[Zr].[Cr].[Ag].[Cu] copper-silver-chromium-zirconium